N1(C=NC=C1)C=1C=C(C2=C(NC(N2)=O)C1)C(=O)NC1CCC(CC1)OC 6-(1H-imidazol-1-yl)-N-((1r,4r)-4-methoxycyclohexyl)-2-oxo-2,3-dihydro-1H-benzo[d]imidazole-4-carboxamide